2,2-difluoro-N-((3S,4S)-3-fluoropiperidin-4-yl)-3-((3-(trifluoromethyl)pyridin-2-yl)oxy)propanamide FC(C(=O)N[C@@H]1[C@H](CNCC1)F)(COC1=NC=CC=C1C(F)(F)F)F